2-(dimethylamino)-2-phenyl-butanol CN(C(CO)(CC)C1=CC=CC=C1)C